2,4-dichloro-6,7-dimethylpyrido[2,3-d]pyrimidine ClC=1N=C(C2=C(N1)N=C(C(=C2)C)C)Cl